6-amino-4-methyl-3',4',5',6'-tetrahydro-2'H-[3,4']bipyridinyl-1'-carboxylate NC1=CC(=C(C=N1)C1CCN(CC1)C(=O)[O-])C